Cl.FC=1C=C(C=C(C1)F)N1N=CC(=C1)C1=NC=NC=C1OCC1CCC(CC1)N (1s,4s)-4-(((4-(1-(3,5-difluorophenyl)-1H-pyrazol-4-yl)pyrimidin-5-yl)oxy)-methyl)-cyclohexane-1-amine hydrochloride